(S)-N-(1-(4-(benzylsulfanyl)-2-methoxyphenylamino)-1-oxo-3-phenylpropan-2-yl)-4-fluorobenzamide C(C1=CC=CC=C1)SC1=CC(=C(C=C1)NC([C@H](CC1=CC=CC=C1)NC(C1=CC=C(C=C1)F)=O)=O)OC